C(C)(C)(C)OC(=O)N1C[C@H]([C@H](C1)C)O (3s,4s)-3-hydroxy-4-methyl-pyrrolidine-1-carboxylic acid tert-butyl ester